NC1(COC1)C1=CC=C(C=C1)C=1C2=C(N=C(N1)N1[C@H]([C@@H](C1)O)C)C(CC2)(F)F (2S,3R)-1-(4-(4-(3-aminooxetan-3-yl)phenyl)-7,7-difluoro-6,7-dihydro-5H-cyclopenta[d]pyrimidin-2-yl)-2-methylazetidin-3-ol